ClC=1C=C(C(=C(C(=O)OC)C1)OC)COCOC methyl 5-chloro-2-methoxy-3-((methoxymethoxy)methyl)benzoate